isopropyl (R)-2-((5-amino-4-(3-(dimethyl-amino)pyrrolidin-1-yl)-2-methoxy-phenyl)amino)-4-(3,3,5-trimethyl-2,3-dihydro-1H-pyrrolo[3,2-b]pyridin-1-yl-2,2-d2)pyrimidine-5-carboxylate NC=1C(=CC(=C(C1)NC1=NC=C(C(=N1)N1C(C(C2=NC(=CC=C21)C)(C)C)([2H])[2H])C(=O)OC(C)C)OC)N2C[C@@H](CC2)N(C)C